COCOC1=C(C=CC=C1[Si](C)(C)C)P(Cl)C1=C(C=CC=C1OC1=CC=CC=C1)OC1=CC=CC=C1 (2-methoxymethoxy-3-trimethylsilylphenyl)-(2,6-diphenoxyphenyl)chlorophosphine